(3R)-3-(dimethylamino)-N-[7-fluoro-2-[[2-[2-oxo-3-(3-oxo-4H-pyrazino[2,3-b][1,4]oxazin-6-yl)oxazolidin-5-yl]ethylamino]methyl]indan-5-yl]tetrahydrofuran-3-carboxamide CN([C@]1(COCC1)C(=O)NC=1C=C2CC(CC2=C(C1)F)CNCCC1CN(C(O1)=O)C1=NC2=C(OCC(N2)=O)N=C1)C